2-[(3-fluorophenoxy)methyl]-6-(6-fluoro-3-pyridyl)imidazo[1,2-a]pyrimidine FC=1C=C(OCC=2N=C3N(C=C(C=N3)C=3C=NC(=CC3)F)C2)C=CC1